C(CCCCC(=O)OC1CC2C(CC1)O2)(=O)OC2CC1C(CC2)O1 bis-(3,4-epoxy-cyclohexyl) adipate